3-methyl-1-oxo-6-(trifluoromethyl)-1,2-dihydroisoquinoline-8-carbonitrile CC=1NC(C2=C(C=C(C=C2C1)C(F)(F)F)C#N)=O